N1C=CC2=CC(=CC=C12)C1CC=NN1C(C(C)(C)C)=O 1-(5-(1H-indol-5-yl)-4,5-dihydro-1H-pyrazol-1-yl)-2,2-dimethylpropan-1-one